methyl 2-amino-5-fluoroisonicotinate HCl salt Cl.NC=1C=C(C(=O)OC)C(=CN1)F